4,4,4',4',5,5,5',5'-octamethyl-2,2'-bi(1,3,2-Dioxaborolane) CC1(OB(OC1(C)C)B1OC(C(O1)(C)C)(C)C)C